7-chloro-3-(cyclopropylmethyl)-8-(trifluoromethyl)-[1,2,4]triazolo[4,3-a]pyridine ClC1=C(C=2N(C=C1)C(=NN2)CC2CC2)C(F)(F)F